2-(morpholinomethyldimethylsilyl)styrene O1CCN(CC1)C[Si](C1=C(C=C)C=CC=C1)(C)C